2-(trimethylsilyl)ethyl 5,8-dihydro-1,7-naphthyridine-7(6H)-carboxylate N1=CC=CC=2CCN(CC12)C(=O)OCC[Si](C)(C)C